6-bromo-2,4-dichloropyridine BrC1=CC(=CC(=N1)Cl)Cl